NC(CC[C@@]1([C@H](O)[C@H](O)[C@@H](CO)O1)N1C(=O)NC(=O)C=C1)C(=O)O (3-amino-3-carboxypropyl)uridine